BrC=1C(C2=CC3=CC=CC=C3C2=CC1)=O bromofluorenone